ClC=1C=CC=C2C=CC=C(C12)N1CC=2N=CN=C(C2CC1)N1CCN(CC1)C(=O)OC(C)(C)C 1,1-di(methyl)ethyl 4-[7-(8-chloranyl-1-naphthyl)-6,8-dihydro-5H-pyrido[3,4-d]pyrimidin-4-yl]piperazine-1-carboxylate